2-[2-[2-[2-[2-[2-[2-[2-[2-[2-(4-nitrophenoxy)carbonyloxyethoxy] ethoxy]ethoxy]ethoxy]ethoxy]ethoxyethoxy]ethoxy]ethoxy]ethoxy]propanoate [N+](=O)([O-])C1=CC=C(OC(=O)OCCOCCOCCOCCOCCOCCOCCOCCOCCOCCOC(C(=O)[O-])C)C=C1